1-(3-((5-bromo-2-((3-methyl-1-(2-morpholinoethyl)-1H-pyrazol-4-yl)amino)pyrimidin-4-yl)amino)propyl)piperidin-2-one BrC=1C(=NC(=NC1)NC=1C(=NN(C1)CCN1CCOCC1)C)NCCCN1C(CCCC1)=O